1-butyl-2,3-dimethyl-imidazole trifluoromethanesulfonate FC(S(=O)(=O)O)(F)F.C(CCC)N1C(N(C=C1)C)C